OC=1C=C2C=CC(=CC2=CC1)C(C(=O)O)C 2-(6-hydroxynaphthalene-2-yl)propionic acid